N-(2-methylsulfanylethyl)-3-(p-tolyl)-N-(2-pyridyl)prop-2-enamide CSCCN(C(C=CC1=CC=C(C=C1)C)=O)C1=NC=CC=C1